1-acetyl-3,5-bis(3,4-methylendioxybenzylidene)piperidin-4-one C(C)(=O)N1CC(C(C(C1)=CC1=CC2=C(C=C1)OCO2)=O)=CC2=CC1=C(C=C2)OCO1